7-bromo-5-chloro-3-(1H-pyrazol-5-yl)-1-(2,2,2-Trifluoroethyl)-1H-pyrazolo[4,3-b]pyridine BrC1=C2C(=NC(=C1)Cl)C(=NN2CC(F)(F)F)C2=CC=NN2